7-ethyl-7-hydroxy-14-(2-(methylamino)ethyl)-10,13-dihydro-11H-[1,3]dioxolo[4,5-g]pyrano[3',4':6,7]indolizino[1,2-b]quinolin-8,11(7H)-dione C(C)C1(C(OCC=2C(N3CC=4C(=NC=5C=C6C(=CC5C4CCNC)OCO6)C3=CC21)=O)=O)O